di-isononyl terephthalate C(C1=CC=C(C(=O)OCCCCCCC(C)C)C=C1)(=O)OCCCCCCC(C)C